vinylboronic acid C(=C)B(O)O